ClC1=C(C=NN(C1=O)C)NC1=CC=C2CCN(CC2=C1)CCCCCCNC(OC(C)(C)C)=O tert-butyl (6-(7-((5-chloro-1-methyl-6-oxo-1,6-dihydropyridazin-4-yl)amino)-3,4-dihydroisoquinolin-2(1H)-yl)hexyl)carbamate